C1(=CC=C(C=C1)B(O)O)C1=CC=CC=C1 1,1'-biphenyl-4-ylboronic acid